FC1=CC=C(CN(S(=O)(=O)C2=CC=C(C=C2)NC(=O)NCC2=CC=NC=C2)CC2=CC=C(C=C2)OC(F)(F)F)C=C1 N-(4-fluorobenzyl)-4-(3-(pyridin-4-ylmethyl)ureido)-N-(4-(trifluoromethoxy)benzyl)benzenesulfonamide